Cl.CNC1C(NC(CC1)=O)=O 3-(methylamino)piperidine-2,6-dione hydrochloride